C[C@H]1CN(CCC1)C1CCN(CC1)C=1SC(=CN1)C(=O)NCC=1C=NC(=CC1)C 2-[(3R)-3-methyl-[1,4'-bipiperidin]-1'-yl]-N-[(6-methylpyridin-3-yl)methyl]-1,3-thiazole-5-carboxamide